N1C=CC2=CC(=CC=C12)OC=1C=C(C=CC1)C=1NC(=NN1)CC=1N=C(SC1)C 4-((5-(3-((1H-indol-5-yl)oxy)phenyl)-4H-1,2,4-triazol-3-yl)methyl)-2-methylthiazole